6-(1H-imidazol-1-yl)-N-(piperidin-4-yl)picolinamide sodium [Na].N1(C=NC=C1)C1=CC=CC(=N1)C(=O)NC1CCNCC1